[NH3+]CC(C)(O)C 1-ammonio-2-methylpropan-2-ol